FC1=CC=CC2=C(C3=CC=CC=C3C(=C12)OC(C1=CC=C(C=C1)C)=O)OC(C1=CC=C(C=C1)C)=O 1-fluoro-9,10-bis(4-methylbenzoyloxy)anthracene